benzyl 4-(2-(2-(5-(3-(tert-butoxy)-1-(7-(methoxycarbonyl)naphthalen-2-yl)-3-oxopropyl)-4-methyl-1H-benzo[d][1,2,3]triazol-1-yl)ethoxy)ethyl)piperazine-1-carboxylate C(C)(C)(C)OC(CC(C1=CC2=CC(=CC=C2C=C1)C(=O)OC)C1=C(C2=C(N(N=N2)CCOCCN2CCN(CC2)C(=O)OCC2=CC=CC=C2)C=C1)C)=O